4,8,8'-trimethoxy-1',4'-dioxo-1',4'-dihydro-[2,2'-binaphthalen]-1-yl cyclopropanecarboxylate C1(CC1)C(=O)OC1=C(C=C(C2=CC=CC(=C12)OC)OC)C=1C(C2=C(C=CC=C2C(C1)=O)OC)=O